N-[2-(2-ethoxy-6-methoxybenzoimidazol-1-yl)ethyl]acetamide C(C)OC1=NC2=C(N1CCNC(C)=O)C=C(C=C2)OC